3-(3-(4-Chlorophenyl)propionyl)-4-hydroxy-6-methyl-2H-pyran-2-one ClC1=CC=C(C=C1)CCC(=O)C=1C(OC(=CC1O)C)=O